8-Chloro-N-(3-fluoro-4-(trifluoromethyl)-pyridin-2-yl)chinolin-2-amin ClC=1C=CC=C2C=CC(=NC12)NC1=NC=CC(=C1F)C(F)(F)F